O1C(=CC2=C1C=CC=C2)C=2C=C(C=CC2)C2=NC(=CC1=C2[C@H](N(C1)[S@](=O)C(C)(C)C)CCO[Si](C1=CC=CC=C1)(C1=CC=CC=C1)C(C)(C)C)C(=O)OCC ethyl (R)-4-(3-(benzofuran-2-yl)phenyl)-3-(2-((tert-butyldiphenylsilyl)oxy)ethyl)-2-((R)-tert-butylsulfinyl)-2,3-dihydro-1H-pyrrolo[3,4-c]pyridine-6-carboxylate